pineneol C12(C(=CCC(C1(C)C)C2)C)O